ClC=1C(=NC(=NC1)NC1=C(C=C2CCN(CC2=C1)C)OC)N1CCC2=CC(=CC=C12)C(F)F N-(5-chloro-4-(5-(difluoromethyl)indolin-1-yl)pyrimidin-2-yl)-6-methoxy-2-methyl-1,2,3,4-tetrahydroisoquinolin-7-amine